ClC=1C=C(C=CC1)[C@@H]1[C@H](C1)C(=O)NC1=NC=NC(=C1)N1[C@H](C[C@@H](C1)OC)C=1N=C2N(C=C(C=C2)C2CC2)C1 (1S,2S)-2-(3-chlorophenyl)-N-(6-((2R,4S)-2-(6-cyclopropylimidazo[1,2-a]pyridin-2-yl)-4-methoxypyrrolidin-1-yl)pyrimidin-4-yl)cyclopropane-1-carboxamide